O,O-DIETHYL S-((2-HYDROXY-5-METHOXYPHENYL)(PHENYL)METHYL) PHOSPHOROTHIOATE P(OCC)(OCC)(SC(C1=CC=CC=C1)C1=C(C=CC(=C1)OC)O)=O